1-phenyl-3-(4-(pyrimidin-5-ylamino)phenyl)prop-2-en-1-one C1(=CC=CC=C1)C(C=CC1=CC=C(C=C1)NC=1C=NC=NC1)=O